C1=CC=C2C(=C1)C3=NC4=NC(=NC5=C6C=CC=CC6=C(N5)N=C7C8=CC=CC=C8C(=N7)N=C9C1=CC=CC=C1C(=N9)N=C2N3)C1=CC=CC=C14 The molecule is a cyclic pentapyrrole derivative that consists of five isoindole-type units, with the connecting carbon atoms replaced by nitrogen. The parent of the class of superphthalocyanines.